C(C)(=O)N1CCC(CC1)(OC)C1=CC2=C(N=CN=C2N[C@H](C)C2=NC=CC(=C2F)C(F)F)N(C1=O)C 6-(1-acetyl-4-methoxy-4-piperidyl)-4-[[(1R)-1-[4-(difluoromethyl)-3-fluoro-2-pyridyl]ethyl]amino]-8-methyl-pyrido[2,3-d]pyrimidin-7-one